1-(2-aminopropyl)-3-(2-oxo-2-(4-(5-(trifluoromethyl)pyrimidin-2-yl)piperazin-1-yl)ethyl)imidazolin-2-one NC(CN1C(N(CC1)CC(N1CCN(CC1)C1=NC=C(C=N1)C(F)(F)F)=O)=O)C